C1=CC=CC=2C34CC(CC=C3C(=CC12)NCC4)=O 9,4b-(Epiminoethano)phenanthrene-6(7H)-one